{3-[4-(7H-pyrrolo[2,3-d]pyrimidin-4-yl)-1H-pyrazol-1-yl]-1-[1-(quinolin-6-ylcarbonyl)piperidin-4-yl]azetidin-3-yl}acetonitrile N1=CN=C(C2=C1NC=C2)C=2C=NN(C2)C2(CN(C2)C2CCN(CC2)C(=O)C=2C=C1C=CC=NC1=CC2)CC#N